FC1=C2C(NC=NC2=CC(=C1)C=1C=C(C=2N(C1)C=C(N2)C)F)=O 5-fluoro-7-{8-fluoro-2-methylimidazo[1,2-a]pyridin-6-yl}-3H-quinazolin-4-one